C1(CCCCCCC1)C(C(=O)NC1=CC(=C(C(=C1)F)N1CCOCC1)F)NC(=O)C=1C(=NOC1)C N-{1-Cyclooctyl-2-[3,5-difluoro-4-(morpholin-4-yl)-anilino]-2-oxoethyl}-3-methylisoxazole-4-carboxamide